C(C)(=O)[O-].C1(=CC=CC=C1)P(C1=CC=CC=C1)C1=CC=CC=C1.C1(=CC=CC=C1)P(C1=CC=CC=C1)C1=CC=CC=C1.[Pd+2].C(C)(=O)[O-] palladium bis(triphenylphosphine) acetate